2-butyl-1-oxo-1,2-dihydro-2,7-naphthyridine C(CCC)N1C(C2=CN=CC=C2C=C1)=O